FC(OCC(C)NC(=O)C=1C=NN2C1CN(CC2)C(=O)C=2NC1=CC=CC=C1C2)F N-[1-(difluoromethoxy)propan-2-yl]-5-(1H-indole-2-carbonyl)-4H,5H,6H,7H-pyrazolo[1,5-a]pyrazine-3-carboxamide